[(1S)-2-[(5-cyano-4-methoxycarbonyl-2-thienyl)oxy]-1-methyl-ethyl]ammonium chloride [Cl-].C(#N)C1=C(C=C(S1)OC[C@H](C)[NH3+])C(=O)OC